NC=1C=C(C=CC1)N1[C@H](O[C@@H](C1=O)C)C=1C(=NN(C1)C1=CC=C(C=C1)Br)C1=CC=C(C=C1)F (2R,5R)-3-(3-aminophenyl)-2-(1-(4-bromophenyl)-3-(4-fluorophenyl)-1H-pyrazol-4-yl)-5-methyloxazolidin-4-one